sodium (1,1,2,2-tetrafluoro-4-[(1-methyl-1H-imidazol-2-yl)methoxy]-4-oxobutane-1-sulfonate) FC(C(CC(=O)OCC=1N(C=CN1)C)(F)F)(S(=O)(=O)[O-])F.[Na+]